bromothiophenecarboxylic acid BrC1=C(SC=C1)C(=O)O